N-(((2S,5R)-6-hydroxy-7-oxo-1,6-diazabicyclo[3.2.1]oct-2-yl)(imino)methyl)-4-phenylthiazole-2-carboxamide ON1[C@@H]2CC[C@H](N(C1=O)C2)C(NC(=O)C=2SC=C(N2)C2=CC=CC=C2)=N